1-amino-2-hydroxypyrrolidine NN1C(CCC1)O